5-bromo-2-(chloromethyl)-3-fluoropyridine BrC=1C=C(C(=NC1)CCl)F